ethyl 11-hexadecenoate C(CCCCCCCCCC=CCCCC)(=O)OCC